NC1=C(C=CC=C1)CCCO 3-(2-aminophenyl)-1-propanol